(5-((4-fluorophenoxy)methyl)-1,3,4-thiadiazol-2-yl)-4-(2-methoxyphenyl)-6-methylnicotinamide FC1=CC=C(OCC2=NN=C(S2)C2=C(C(=O)N)C(=CC(=N2)C)C2=C(C=CC=C2)OC)C=C1